tert-Butyl ((S)-(7-((S*)-1-(((R)-tert-butylsulfinyl)amino)-2-ethoxyethyl)imidazo[1,2-b]pyridazin-2-yl)(4,4-difluorocyclohexyl)methyl)carbamate C(C)(C)(C)[S@@](=O)N[C@H](COCC)C1=CC=2N(N=C1)C=C(N2)[C@H](C2CCC(CC2)(F)F)NC(OC(C)(C)C)=O |o1:7|